FC1=C(C=CC(=C1)N1C(OCC=N1)=O)C1=C(C=CC=C1)C (2-fluoro-2'-methylbiphenyl-4-yl)-3,6-dihydro-2H-1,3,4-oxadiazin-2-one